CNC=1N=CC(=C2C=C(N=CC12)NC(=O)C1CC1)C(=C)C N-(8-(methylamino)-5-(prop-1-en-2-yl)-2,7-naphthyridin-3-yl)cyclopropanecarboxamide